FC1=C(C=C(C=C1)S(=O)(=O)N(C)CC1=CC=C(C=C1)OC)C=1N=C2N(C1)C(CC2)C 4-fluoro-N-(4-methoxybenzyl)-N-methyl-3-(5-methyl-6,7-Dihydro-5H-pyrrolo[1,2-a]imidazol-2-yl)benzenesulfonamide